8-[(1R)-1-[[6-Chloro-2-(1,3,4-oxadiazol-2-yl)-3-pyridyl]amino]ethyl]-3,6-dimethyl-2-phenyl-chromen-4-one ClC1=CC=C(C(=N1)C=1OC=NN1)N[C@H](C)C=1C=C(C=C2C(C(=C(OC12)C1=CC=CC=C1)C)=O)C